ethyl p-N,N-diethylaminobenzoate C(C)N(CC)C1=CC=C(C(=O)OCC)C=C1